[4-(4-methyl-1H-imidazol-2-yl)-1-piperidyl]-[4-(4,4,5,5-tetramethyl-1,3,2-dioxaborolan-2-yl)phenyl]methanone CC=1N=C(NC1)C1CCN(CC1)C(=O)C1=CC=C(C=C1)B1OC(C(O1)(C)C)(C)C